ClC1=C(C=C(C=2CN3[C@@H](COC21)CN(CC3)C(=O)OC(C)(C)C)N3N=CC=C3)C3=C(C=CC=C3O)F tert-butyl (12aR)-10-chloro-9-(2-fluoro-6-hydroxyphenyl)-7-(1H-pyrazol-1-yl)-3,4,12,12a-tetrahydro-6H-pyrazino[2,1-c][1,4]benzooxazepine-2(1H)-carboxylate